3-(4-(tert-butoxy)-3,5-difluorophenyl)propanoic acid methyl ester COC(CCC1=CC(=C(C(=C1)F)OC(C)(C)C)F)=O